tert-butyl (R)-4-(2-(3-(3-((4-(1H-pyrazol-4-yl)benzyl)(cyclopropyl) carbamoyl)piperidin-1-yl)-2-fluorophenoxy)-2-methylpropanoyl)piperazine-1-carboxylate N1N=CC(=C1)C1=CC=C(CN(C(=O)[C@H]2CN(CCC2)C=2C(=C(OC(C(=O)N3CCN(CC3)C(=O)OC(C)(C)C)(C)C)C=CC2)F)C2CC2)C=C1